NC=1N=C2N(C=C(N=C2C)C#N)C1 2-amino-8-methyl-imidazo[1,2-a]pyrazine-6-carbonitrile